O1COC2C1CC(C2)N tetrahydro-3aH-cyclopenta[d][1,3]dioxolane-5-amine